BrC(C(=O)OC(C)(C)C)C1=C(C(=CC(=C1)F)OC1CCOCC1)C1CC1 tert-butyl 2-bromo-2-(2-cyclopropyl-5-fluoro-3-(tetrahydro-2H-pyran-4-yloxy)phenyl)acetate